P([O-])([O-])[O-].[In+3] Indium Phosphit